3-tert-Butyl-[1,2,4]oxadiazole-5-carboxylic acid {(S)-8-[2-(1-methyl-1H-pyrazol-4-yl)-3H-imidazo[4,5-b]pyridin-7-yl]-2,3,4,5-tetrahydro-benzo[b]oxepin-5-yl}-amide CN1N=CC(=C1)C1=NC=2C(=NC=CC2C=2C=CC3=C(OCCC[C@@H]3NC(=O)C3=NC(=NO3)C(C)(C)C)C2)N1